(S)-tert-butyl (6-((diphenylmethylene)amino)-2,3-dihydrobenzofuran-3-yl)(methyl)carbamate C1(=CC=CC=C1)C(C1=CC=CC=C1)=NC1=CC2=C([C@@H](CO2)N(C(OC(C)(C)C)=O)C)C=C1